CS(=O)(=O)C=1C=C(CN2CC3=CC=C(C=C3C2)C#N)C=CC1OCC1CCN(CC1)S(=O)(=O)C 2-(3-(methylsulfonyl)-4-((1-(methylsulfonyl)piperidin-4-yl)methoxy)benzyl)isoindoline-5-carbonitrile